C(CCCSSCCCC(=O)[O-])(=O)[O-] 4,4'-dithiodibutyrate